(S)-3-methoxy-2-(6-methoxyquinolin-5-yl)benzaldehyde COC=1C(=C(C=O)C=CC1)C1=C2C=CC=NC2=CC=C1OC